4-benzyl-6-(4-((tert-butyldimethylsilyl)oxy)butyl)-2-methylmorpholin-3-one C(C1=CC=CC=C1)N1C(C(OC(C1)CCCCO[Si](C)(C)C(C)(C)C)C)=O